2-ethyl-3,7-dimethyl-6-[4-(trifluoromethoxy) phenoxy]-4-quinolinylmethyl carbonate C(OCC1=C(C(=NC2=CC(=C(C=C12)OC1=CC=C(C=C1)OC(F)(F)F)C)CC)C)([O-])=O